5-cyclopentyl-3-(methylthio)-1,2,4-triazine C1(CCCC1)C=1N=C(N=NC1)SC